FC1=CC=C(C=C1)C=1C=C2C(=NC=NC2=C(C1)OC)NCC1CCN(CC1)C 6-(4-Fluorophenyl)-8-methoxy-N-[(1-methyl-4-piperidinyl)methyl]quinazolin-4-amine